C1(CC1)C1=C(N=NC(=C1)N[C@H]1CNCCC1)C1=C(C=C(C=C1)C#C)O (R)-2-(4-cyclopropyl-6-(piperidin-3-ylamino)pyridazin-3-yl)-5-ethynyl-phenol